C1(CCC1)C=1C=CC(=NC1)NC(OCC=1C=C2C(N(CC2=CC1)C1C(NC(CC1)=O)=O)=O)=O (2-(2,6-dioxopiperidin-3-yl)-3-oxoisoindolin-5-yl)methyl (5-cyclobutylpyridin-2-yl)carbamate